4-amino-1-(2-fluorophenyl)-N-[(1R)-1-[3-nitro-5-(trifluoromethyl)phenyl]ethyl]-6-oxo-pyridazine-3-carboxamide NC=1C(=NN(C(C1)=O)C1=C(C=CC=C1)F)C(=O)N[C@H](C)C1=CC(=CC(=C1)C(F)(F)F)[N+](=O)[O-]